NC(=O)NC(OC[C@@H](CC1=CC=CC=C1)N)=O (2R)-2-amino-3-phenylpropyl (aminocarbonyl)carbamate